BrC=1C=CC=C2C(N(C(=NC12)C1=CC=CC=C1)C)=O 8-bromo-3-methyl-2-phenylquinazolin-4(3H)-one